ClC1=CC=C(C(=N1)NC(CO)=O)O[C@H](C)C=1C=C(C=C2C(C(=C(OC12)C=1C=NN(C1)C)C)=O)C N-[6-Chloro-3-[(1R)-1-[3,6-dimethyl-2-(1-methylpyrazol-4-yl)-4-oxo-chromen-8-yl]ethoxy]-2-pyridyl]-2-hydroxy-acetamide